CN(C1CCN(CC1)C(=O)N1CCN2C=C(C3=CC(=CC(=C23)C1)F)C=1C(NC(C1C1=CN=C2N1C=CC=C2)=O)=O)C 3-(2-(4-(dimethylamino)piperidine-1-carbonyl)-9-fluoro-1,2,3,4-tetrahydro-[1,4]diazepino[6,7,1-hi]indol-7-yl)-4-(imidazo[1,2-a]pyridin-3-yl)-1H-pyrrole-2,5-dione